ClC1=C(C=NC=C1)OC1CN(CC1)C(=O)OC(C)(C)C tert-butyl 3-((4-chloropyridin-3-yl)oxy)pyrrolidine-1-carboxylate